3-(trimethoxysilyl)aniline CO[Si](C=1C=C(N)C=CC1)(OC)OC